C1(CCCCC1)N1CCN(C2=CC=CC=C12)C(CN1CCCCC1)=O 1-(4-Cyclohexyl-3,4-dihydroquinoxaline-1(2H)-yl)-2-(piperidin-1-yl)ethan-1-one